N-((1S,2S)-2-hydroxycyclopentyl)-4-(4-(1-methyl-1H-pyrazol-3-yl)benzyl)-6-(1H-pyrazol-1-yl)picolinamide O[C@@H]1[C@H](CCC1)NC(C1=NC(=CC(=C1)CC1=CC=C(C=C1)C1=NN(C=C1)C)N1N=CC=C1)=O